1-[7-(4-fluorophenyl)-8-pyridin-4-yl-3,4-dihydro-1H-pyrazolo[5,1-c][1,2,4]triazin-2-yl]-2-phenylethane-1,2-dione FC1=CC=C(C=C1)C1=NN2C(NN(CC2)C(C(=O)C2=CC=CC=C2)=O)=C1C1=CC=NC=C1